O=C1NOCC1 3-oxoisoxazolidin